C12OCC(C1)(C2)C2=NC(=CC(=N2)NC2=CC(=NC=C2C2=NN(C=C2)C)NC(C)=O)C N-(4-((2-(2-oxabicyclo[2.1.1]hexan-4-yl)-6-methylpyrimidin-4-yl)amino)-5-(1-methyl-1H-pyrazol-3-yl)pyridin-2-yl)acetamide